C(CCC)NC1=C(C=C(C(=O)O)C=C1)S(NC)(=O)=O 4-(butylamino)-3-(methylsulfamoyl)benzoic acid